OC=1C=C2CCC3([C@@H](C2=CC1)C1=CC=C(C=C1)N1CCC(CC1)CN1CCN(CC1)C=1C=C2CN(C(C2=CC1)=O)[C@@H]1C(NC(CC1)=O)=O)CCCC3 (S)-3-(5-(4-((1-(4-((R)-6'-Hydroxy-3',4'-dihydro-1'H-spiro[cyclopentane-1,2'-naphthalen]-1'-yl)phenyl)piperidin-4-yl)methyl)piperazin-1-yl)-1-oxoisoindolin-2-yl)piperidine-2,6-dione